CN1N=CC(=C1)C=1N=C(C=2N(C1)N=CC2)C=2CCCN(C2)C(=O)OCC2=CC=CC=C2 benzyl 5-[6-(1-methylpyrazol-4-yl) pyrazolo[1,5-a]pyrazin-4-yl]-3,4-dihydro-2H-pyridine-1-carboxylate